(1-(t-butoxycarbonyl)-2-methyl-1H-imidazol-5-yl)boronic acid C(C)(C)(C)OC(=O)N1C(=NC=C1B(O)O)C